N1=C(C=CC=C1)CN1CCCCC1 1-(pyridin-2-ylmethyl)piperidin